C(C)(C)(C)OC(N(C)CCNC=1C2=C(N=CN1)NC=C2)=O.ClCCCOC2OCCCC2 2-(3-Chloropropoxy)tetrahydro-2H-pyran tert-butyl-(2-((7H-pyrrolo[2,3-d]pyrimidin-4-yl)amino)ethyl)(methyl)carbamate